Dimethylmethoxy(4-vinylphenyl)silane (2-(2,6-dioxopiperidin-3-yl)-3-oxoisoindolin-5-yl)methyl-(3-(tert-butyl)bicyclo[1.1.1]pentan-1-yl)carbamate O=C1NC(CCC1N1CC2=CC=C(C=C2C1=O)CN(C(O)=O)C12CC(C1)(C2)C(C)(C)C)=O.C[Si](C2=CC=C(C=C2)C=C)(OC)C